3-(2,6-dioxopiperidin-3-yl)-1-methyl-1H-indazole-6-carbaldehyde O=C1NC(CCC1C1=NN(C2=CC(=CC=C12)C=O)C)=O